2-acetylamino-2-deoxy-3,4,6-tri-O-benzoyl-D-galactose C(C)(=O)N[C@@H](C=O)[C@@H](OC(C1=CC=CC=C1)=O)[C@@H](OC(C1=CC=CC=C1)=O)[C@H](O)COC(C1=CC=CC=C1)=O